OCCN(CCC#N)C1=CC=C(C=C1)N=NC1=CC=C(C=C1)[N+](=O)[O-] 3-[(2-hydroxyethyl)[4-[(4-nitrophenyl)azo]phenyl]amino]propiononitrile